COC=1C(=C(CN2N=C(C(=CC2=O)C(=C)C)C)C(=CC1)C)C 2-(3-methoxy-2,6-dimethylbenzyl)-6-methyl-5-(prop-1-en-2-yl)pyridazin-3(2H)-one